(R)-1-((2S,3R)-3-vinyl-1,4-dioxaspiro[4.5]dec-2-yl)prop-2-en-1-ol C(=C)[C@@H]1[C@@H](OC2(O1)CCCCC2)[C@@H](C=C)O